1-BOC-3-bromo-6-(5-((4-isopropylpiperazin-1-yl)methyl)oxazol-2-yl)-1H-7-azaindole C(=O)(OC(C)(C)C)N1C=C(C2=CC=C(N=C12)C=1OC(=CN1)CN1CCN(CC1)C(C)C)Br